1'-[(tert-butoxy)carbonyl]-3-{[(tert-butoxy)carbonyl]amino}-1,3-dihydrospiro[indene-2,4'-piperidine]-5-carboxylic acid C(C)(C)(C)OC(=O)N1CCC2(CC1)CC1=CC=C(C=C1C2NC(=O)OC(C)(C)C)C(=O)O